methyl (2R)-2-fluoro-5-(4-methoxyphenyl)tetrahydro-1H-pyrrolizine-7a(5H)-carboxylate F[C@@H]1CC2(CCC(N2C1)C1=CC=C(C=C1)OC)C(=O)OC